BrC1=C(C2(OC=C1)N=C1C3=C(C=CC1=C2)C=CC=C3)OC bromo-3'-methoxy-benzoindole-spiropyran